(R)-N-(1-(Naphthalen-1-yl)ethyl)-1H-benzo[d]imidazole-6-carboxamide C1(=CC=CC2=CC=CC=C12)[C@@H](C)NC(=O)C=1C=CC2=C(NC=N2)C1